CC1=C(N)C(=CC(=C1)OC(F)(F)F)[N+](=O)[O-] 2-methyl-6-nitro-4-(trifluoromethoxy)aniline